(R)-2-(4-(1,1-difluoroethyl)-2,6-dimethylphenyl)-6-(1-hydroxyethyl)-2,5-dihydro-4H-pyrazolo[3,4-d]pyrimidin-4-one FC(C)(F)C1=CC(=C(C(=C1)C)N1N=C2N=C(NC(C2=C1)=O)[C@@H](C)O)C